C(CC)NC(C)CC1=CC2=C(C=C1)OCO2 N-propyl-3,4-methylenedioxy-amphetamine